C(C)(C)(C)OC(=O)N\C(=N/C(=O)OC(C)(C)C)\NC1=C(C=C(C(=O)OC=2C=3N(C(=CC2)CC(=O)OC(C)(C)C)N=CN3)C=C1)OC 5-[2-(tert-butoxy)-2-oxoethyl]-[1,2,4]triazolo[1,5-a]pyridin-8-yl 4-{[(1Z)-{[(tert-butoxy)carbonyl]amino}({[(tert-butoxy)carbonyl]imino}) methyl]amino}-3-methoxybenzoate